1-(2,2-difluoroethyl)-5-methyl-6-(2-(2-(trifluoromethyl)pyrimidin-5-yl)-2,8-diazaspiro[4.5]decan-8-yl)-1,5-dihydro-4H-pyrazolo[3,4-d]pyrimidin-4-one FC(CN1N=CC2=C1N=C(N(C2=O)C)N2CCC1(CCN(C1)C=1C=NC(=NC1)C(F)(F)F)CC2)F